CN1N=CC(=C1)C=1N=C(C=2N(C1)N=CC2)O[C@@H]2C[C@H]1CN([C@H]1C2)C(C=C)=O |r| rac-((1S,3R,5S)-3-((6-(1-methyl-1H-pyrazol-4-yl)pyrazolo[1,5-a]pyrazin-4-yl)oxy)-6-azabicyclo[3.2.0]heptan-6-yl)prop-2-en-1-one